FC1=CC(=NC(=C1)F)[C@@H](C1(CCCC1)C)NC1=C(C(C1=O)=O)NC1=C(C(=NC=C1)C(=O)N(C)C)O (R)-4-((2-(((4,6-difluoropyridin-2-yl)(1-methylcyclopentyl)methyl)amino)-3,4-dioxocyclobut-1-en-1-yl)amino)-3-hydroxy-N,N-dimethylpicolinamide